3-methyl-6-pyrazol-4-yl-N-trifluoromethylpyridineformamide CC=1C(=NC(=CC1)C=1C=NNC1)C(=O)NC(F)(F)F